carbonylphthalic anhydride C(=O)=C1C2C(C(=O)OC2=O)=CC=C1